C(C)(C)(C)OC(N(C1=C(C=C(C=C1)[N+](=O)[O-])F)C1CC1)=O.CC1=C(C=C(C=C1)C=1C(=O)NC(C1)=O)C=1C(=O)NC(C1)=O 4-methyl-1,3-phenylenebismaleimide Tert-butyl-cyclopropyl(2-fluoro-4-nitrophenyl)carbamate